ClC=1C=C(C=C(C1OC)[N+](=O)[O-])C(=O)N1C2=C(OC3(CC3)C1)C=C(C=C2)Br (3-chloro-4-methoxy-5-nitrophenyl)(7-bromospiro[benzo[b][1,4]oxazin-2,1'-cyclopropane]-4(3H)-yl)methanone